tert-butyl-(1S,6S)-5-(4-(2-ethoxy-2-oxoethyl)-5-ethyl-2-(2-methoxypyridin-4-yl)-7-oxo-4,7-dihydro-2H-[1,2,3]triazolo[4,5-b]pyridin-6-yl)-2,5-diazabicyclo[4.2.0]octane C(C)(C)(C)[C@@]12NCCN([C@H]2CC1)C=1C(C=2C(N(C1CC)CC(=O)OCC)=NN(N2)C2=CC(=NC=C2)OC)=O